FC=1C=C(C(=O)NO)C=C(C1SC1=NN=C(N1CC=1OC=CC1)C=1C=NC=CC1)F 3,5-difluoro-4-[[4-(2-furanylmethyl)-5-(3-pyridinyl)-1,2,4-triazol-3-yl]mercapto]benzohydroxamic acid